tert-butyl-3-aminopropyl carbamate C(N)(OCCC(N)C(C)(C)C)=O